BrC1=CC(=C(C=2OC3(CCC(CC3)C=O)OC21)C)C(=O)OC methyl 4-bromo-4'-formyl-7-methylspiro[1,3-benzodioxole-2,1'-cyclohexane]-6-carboxylate